ClC=1C=2N(C=NC1C=1C=NN(C1)C(C)OCC)N=C(N2)N 8-chloro-7-(1-(1-ethoxyethyl)-1H-pyrazol-4-yl)-[1,2,4]triazolo[1,5-c]pyrimidin-2-amine